NC1=NC=CC(=N1)C=1C2=C(C(=NC1)NCC=1C(=C(C(=O)NC)C=CC1)F)CCO2 3-(((7-(2-Aminopyrimidin-4-yl)-2,3-dihydrofuro[3,2-c]pyridin-4-yl)amino)methyl)-2-fluoro-N-methylbenzamid